N,N-Dimethyltrimethylsilylamine CN(C)[Si](C)(C)C